2,4,6-triisopropyl-N-(phenylsulfonyl)benzenesulfonamide C(C)(C)C1=C(C(=CC(=C1)C(C)C)C(C)C)S(=O)(=O)NS(=O)(=O)C1=CC=CC=C1